N1(CCCCC1)C(=O)ONC=1C=C(C=2N(N1)C=C(N2)C)C2=CNC1=CC=CC=C21 ((8-(1H-indol-3-yl)-2-methylimidazo[1,2-b]pyridazin-6-yl) amino) piperidine-1-carboxylate